C(C1=CC=CC=C1)[C@@H]1[C@H]([C@@H](OC([C@H](COC1=O)NC(=O)C1=NC=CC(=C1OCOC(C(C)C)=O)OC)=O)C)OC(C(C)C)=O (3S,6S,7R,8R)-8-benzyl-3-[([3-[(isobutyryloxy)methoxy]-4-methoxypyridin-2-yl]carbonyl)amino]-6-methyl-4,9-dioxo-1,5-dioxonan-7-yl-2-methylpropanoate